[N+](=O)([O-])C1=CC=C(O1)C=CC1=CC=C(O1)C(=O)OC methyl 5-[2-(5-nitro-2-furyl)vinyl]-2-furoate